(S,E)-tert-Butyl-(1-((1-((7-((2,4-difluorobenzyl)-oxy)benzo[d]thiazol-2-yl)methyl)-2-oxo-1,2-dihydropyridin-3-yl)amino)-7-(dimethylamino)-1,7-dioxohept-5-en-2-yl)carbamat C(C)(C)(C)OC(N[C@H](C(=O)NC=1C(N(C=CC1)CC=1SC2=C(N1)C=CC=C2OCC2=C(C=C(C=C2)F)F)=O)CC\C=C\C(=O)N(C)C)=O